5-[4-[(E)-3-(4-Acetamidophenyl)prop-2-enoyl]phenyl]furan-2-carboxylic acid C(C)(=O)NC1=CC=C(C=C1)/C=C/C(=O)C1=CC=C(C=C1)C1=CC=C(O1)C(=O)O